methylene di(sulfate) S(=O)(=O)(OCOS(=O)(=O)[O-])[O-]